6-(6-chloro-1-((2-(trimethylsilyl)ethoxy)methyl)-1H-pyrazolo[3,4-b]pyridin-3-yl)-5-methoxybenzo[d]thiazole ClC1=CC=C2C(=N1)N(N=C2C2=CC1=C(N=CS1)C=C2OC)COCC[Si](C)(C)C